FC=1C=C(C=CC1)NC(=O)C=1C(=CC=C2CCCC(C12)C([C@H](C)NC(OC(C)(C)C)=O)=O)OC tert-butyl (2S)-1-(8-(3-fluorophenylcarbamoyl)-7-methoxy-1,2,3,4-tetrahydronaphthalen-1-yl)-1-oxopropan-2-ylcarbamate